5-{4-[(2R,6R)-2,6-Dimethylmorpholin-4-yl]-4-oxobutyl}-7-fluoro-4H,5H-pyrrolo[1,2-a]quinoxalin-4-one C[C@@H]1CN(C[C@H](O1)C)C(CCCN1C(C=2N(C3=CC=C(C=C13)F)C=CC2)=O)=O